ClC1=C(C(=C(C=C1OC)OC)Cl)C1=NC=C2C=C(N=CC2=C1)N[C@H]1[C@H](CN(C1)C)NC(C=C)=O N-((3S,4R)-4-((7-(2,6-dichloro-3,5-dimethoxyphenyl)-2,6-naphthyridin-3-yl)amino)-1-methylpyrrolidin-3-yl)acrylamide